CC1(CCCCC1)OC(=O)C1CCC2C3C(CC(C12)C3)OC(=O)C3C1C=CC(C3)C1 5-(1-(1-methylcyclohexyloxycarbonyl)-octahydro-4,7-methano-indene-5-yloxycarbonyl)-bicyclo[2.2.1]hept-2-ene